C(C)N(CCNC(=O)OC(CCC(=O)OCC(COC(CCC(OCCCC\C=C/CC)OCCCC\C=C/CC)=O)COC(CCCCCCOC(C(CCCCCC)CCCC)=O)=O)CCCCCC)CC 3-((4,4-bis(((Z)-oct-5-en-1-yl)oxy)butanoyl)oxy)-2-(((7-((2-butyloctanoyl)oxy)heptanoyl)oxy)methyl)propyl 4-(((2-(diethylamino)ethyl)carbamoyl)oxy)decanoate